BrC1=CC=C(CN(CC(C)(C)C)C2=NC=CC(=N2)C#N)C=C1 ((4-bromobenzyl)(neopentyl)amino)pyrimidine-4-carbonitrile